BrC1=C(N)C=C(C(=C1OC)OC)Cl 2-bromo-5-chloro-3,4-dimethoxyaniline